COC(C=1CN(CCC1)C)=O N-methyl-1,2,5,6-tetrahydronicotinic acid methyl ester